1,4-dimethyl-5-phenyl-1H-pyrazole-3-carboxylic acid CN1N=C(C(=C1C1=CC=CC=C1)C)C(=O)O